4-amino-6-bromo-7-methyl-7H-pyrrolo[2,3-d]pyrimidine-5-carboxamide NC=1C2=C(N=CN1)N(C(=C2C(=O)N)Br)C